methyl 7-hydroxytetralin-5-carboxylate OC=1C=C(C=2CCCCC2C1)C(=O)OC